3-(2-chloro-5-fluorophenyl)-3-hydroxy-2-(4-methoxybenzyl)-4-nitro-2,3-dihydro-1H-pyrrolo[3,4-f]isoquinoline-1,6(7H)-dione ClC1=C(C=C(C=C1)F)C1(N(C(C2=C3C=CNC(C3=CC(=C21)[N+](=O)[O-])=O)=O)CC2=CC=C(C=C2)OC)O